C(C)(=O)N1C(CN(CC1)C(=O)OCCCC)C1=C(C(=CC(=C1)Cl)C1=CC(=NC=C1)C(NC)=O)F butyl 4-acetyl-3-(5-chloro-2-fluoro-3-(2-(methylcarbamoyl)pyridin-4-yl)-phenyl)piperazine-1-carboxylate